FC1=C(OCC2=NC=CC(=N2)O[C@@H]2C[C@@H](N(CC2)CC2=NC3=C(N2C[C@H]2OCC2)C=C(C=C3)C(=O)O)C)C=CC(=C1)F 2-{[(2S,4S)-4-({2-[(2,4-difluorophenoxy)methyl]pyrimidin-4-yl}oxy)-2-methylpiperidin-1-yl]methyl}-1-{[(2S)-oxetan-2-yl]methyl}-1H-1,3-benzodiazole-6-carboxylic acid